C(C)(C)(C)C1=CC2=C(C3=CC=CC=C3C(=C2C=C1)OCC)OCC 2-tert-butyl-9,10-diethoxy-anthracene